Methyl (S,Z)-9-(2-(4-(4-chlorophenyl)-2,3,9-trimethyl-6H-thieno[3,2-f][1,2,4]triazolo[4,3-a][1,4]diazepin-6-yl)acetamido)-11,12-dihydrodibenzo[c,g][1,2]diazocine-2-carboxylate ClC1=CC=C(C=C1)C1=N[C@H](C=2N(C3=C1C(=C(S3)C)C)C(=NN2)C)CC(=O)NC=2C=CC\3=C(CCC1=C(\N=N3)C=CC(=C1)C(=O)OC)C2